C[Si](C(C)C=1C(=C(C=CC1CC[SiH2]C(N(CC)CC)N(CC)CC)[SiH](C)C)[SiH](C)C)(OC)OC 1-methyldimethoxysilylethyldimethylsilyl-4-bis(diethylamino)methylsilylethyldimethylsilylbenzene